3-(4,4-difluoropiperidin-1-yl)-3-oxoprop-1-en-1-yl-7-hydroxy-5-oxo-4,5-dihydropyrazolo[1,5-a]pyrimidine-6-carboxamide hydrochloride Cl.FC1(CCN(CC1)C(C=CC1=NN2C(NC(C(=C2O)C(=O)N)=O)=C1)=O)F